[Si](C)(C)(C(C)(C)C)OC1CC(C1)C=O 3-[tert-butyl(dimethyl)silyl]oxycyclobutanecarbaldehyde